2-(2,6-diethylphenyl)-3-(6-fluoro-7-methyl-1H-indol-4-yl)-5-(5-(trifluoromethyl)pyrimidin-2-yl)-4,5,6,7-tetrahydro-2H-pyrazolo[4,3-c]pyridine C(C)C1=C(C(=CC=C1)CC)N1N=C2C(CN(CC2)C2=NC=C(C=N2)C(F)(F)F)=C1C1=C2C=CNC2=C(C(=C1)F)C